C(C)(=O)NC1=NC=CC(=C1)OC=1C=C2C=CC(=NC2=CC1)C1=CN=C(N(C1O)C)N(C(OC(C)(C)C)=O)CC tert-butyl (5-(6-((2-acetylaminopyridin-4-yl)oxy)quinolin-2-yl)-1-methyl-6-oxyl-1,6-Dihydropyrimidin-2-yl)(ethyl)carbamate